O=C1NC(CCC1N1C(C2=CC=C(C=C2C1=O)N1CCN(CC1)CCC1=CC(=C(C=C1)NC1=NC=C(C(=N1)OC1=C2C(N(CC2=CC=C1)C)=O)C(F)(F)F)OC)=O)=O 2-(2,6-Dioxopiperidin-3-yl)-5-(4-(3-methoxy-4-((4-((2-methyl-3-oxoisoindolin-4-yl)oxy)-5-(trifluoromethyl)pyrimidin-2-yl)amino)phenethyl)piperazin-1-yl)isoindoline-1,3-dione